methoxyphosphinic Acid Triethylamine Salt C(C)N(CC)CC.COP(O)=O